1-(2-fluoro-3-nitro-phenyl)-ethanone FC1=C(C=CC=C1[N+](=O)[O-])C(C)=O